(S)-1-(1-isopentylpiperidin-3-yl)-6-isopropyl-5-(8-methoxy-[1,2,4]triazolo[1,5-a]pyridin-6-yl)-1,3-dihydro-2H-benzo[d]imidazol-2-one C(CC(C)C)N1C[C@H](CCC1)N1C(NC2=C1C=C(C(=C2)C=2C=C(C=1N(C2)N=CN1)OC)C(C)C)=O